2-((1S,2S)-2-aminocyclohexyl)-5-chloro-3-phenyl-N-(thiophen-2-ylmethyl)thieno[3,2-b]pyridin-7-amine N[C@@H]1[C@H](CCCC1)C1=C(C2=NC(=CC(=C2S1)NCC=1SC=CC1)Cl)C1=CC=CC=C1